N=S(=O)(C)C1CC2(C1)CCN(CC2)C2=CC=NC1=CC(=CC=C21)OC imino(7-(7-methoxyquinolin-4-yl)-7-azaspiro[3.5]nonan-2-yl)(methyl)-λ6-sulfanone